CC(CC(=O)[O-])CC(C)(C)C 3,5,5-tri-methylhexanoate